1-(hex-3-en-1-yloxy)-2-methoxybenzene C(CC=CCC)OC1=C(C=CC=C1)OC